1,1-propanedithiol C(CC)(S)S